1-(3-{5,7-dimethoxy-[1,3]thiazolo[4,5-b]pyridin-6-yl}-1H-pyrrolo[2,3-b]pyridin-6-yl)-3-[(2R)-3-(dimethylamino)-2-fluoropropyl]urea COC1=C(C(=C2C(=N1)N=CS2)OC)C2=CNC1=NC(=CC=C12)NC(=O)NC[C@H](CN(C)C)F